OC1=C(C=C(C(=C1)O)C)C=1NC(=NN1)C(=O)NCCN1CCCCC1 5-(2,4-dihydroxy-5-methylphenyl)-N-(2-(piperidin-1-yl)ethyl)-4H-1,2,4-triazole-3-carboxamide